4-(3-ethoxy-4-nitrophenyl)morpholine C(C)OC=1C=C(C=CC1[N+](=O)[O-])N1CCOCC1